3-cyclopropyl-N-(2-fluoro-2-methylpropyl)-10-[[6-(2-methyltetrazol-5-yl)pyridin-3-yl]amino]-7,8,9,10-tetrahydrobenzo[h]isoquinoline-5-sulfonamide C1(CC1)C=1N=CC=2C3=C(C=C(C2C1)S(=O)(=O)NCC(C)(C)F)CCCC3NC=3C=NC(=CC3)C=3N=NN(N3)C